C(CCCCC)C1C(OCC1)=O 3-hexyl-dihydro-furan-2-one